C1(NCCC2=CC=CC=C12)=O 3H-isoquinolin-1-one